2-(6-((6-(hydroxymethyl)-1-methylpiperidin-3-yl)amino)pyridazin-3-yl)-3-methyl-5-(trifluoromethyl)phenol OCC1CCC(CN1C)NC1=CC=C(N=N1)C1=C(C=C(C=C1C)C(F)(F)F)O